6-[4-(1H-pyrazol-1-yl)piperidin-1-yl]-2-azaspiro[3.3]heptane-2-carboxylic acid ethyl ester C(C)OC(=O)N1CC2(C1)CC(C2)N2CCC(CC2)N2N=CC=C2